Methyl (S)-3'-hydroxy-4'-(2-oxo-3-(pyrrolidin-3-yl)-2,3-dihydro-1H-imidazo[4,5-b]pyridin-1-yl)-[1,1'-biphenyl]-4-carboxylate hydrochloride Cl.OC=1C=C(C=CC1N1C(N(C2=NC=CC=C21)[C@@H]2CNCC2)=O)C2=CC=C(C=C2)C(=O)OC